C(C)(C)(C)OC(=O)N(CC(=O)OCC)[C@@H]([C@H](C1=CC=CC=C1)O)C1=CC=CC=C1 ethyl 2-((tert-butoxycarbonyl)((1R,2S)-2-hydroxy-1,2-diphenylethyl)amino)acetate